CCCCCCCCCCCCCCCCC(=O)O[C@H](COC(=O)CCCCCCC/C=C\C/C=C\C/C=C\CC)COP(=O)(O)OC[C@@H](C(=O)O)N 1-(9Z,12Z,15Z-octadecatrienoyl)-2-heptadecanoyl-glycero-3-phosphoserine